NC=1SC2=C(N1)C(=CC=C2F)C2=C(C=C1C(=NC(=NC1=C2F)OC[C@H]2N(CCC2)C)NC2CN(C2)C#N)Cl 3-((7-(2-amino-7-fluorobenzo[d]thiazol-4-yl)-6-chloro-8-fluoro-2-(((S)-1-methylpyrrolidin-2-yl)methoxy)quinazolin-4-yl)amino)azetidine-1-carbonitrile